1-(1H-indol-5-yl)-5-methyl-1H-pyrazole-3-carboxylic acid ethyl ester C(C)OC(=O)C1=NN(C(=C1)C)C=1C=C2C=CNC2=CC1